3-(1-Methyl-6-(4-(methylsulfonyl)-4,7-diazaspiro[2.5]octan-7-yl)-1H-pyrazolo[3,4-d]pyrimidin-3-yl)phenol CN1N=C(C=2C1=NC(=NC2)N2CCN(C1(CC1)C2)S(=O)(=O)C)C=2C=C(C=CC2)O